CC(CC(C)(C)C)CC(C)(C)CC(C)(C)C The molecule is a branched alkane that is nonane carrying seven methyl substituents at positions 2, 2, 4, 4, 6, 8 and 8.